C(C)OC(CCC(Cl)OCC)Cl 1,4-diethoxy-1,4-dichlorobutane